3-(azidomethyl)-6-(methylsulfonyl)-1H-indole N(=[N+]=[N-])CC1=CNC2=CC(=CC=C12)S(=O)(=O)C